(4-((3S,4R)-3-fluoro-4-(piperazin-1-yl)piperidin-1-yl)-3,3-dimethyl-2-oxoindolin-1-yl)piperidine-2,6-dione F[C@H]1CN(CC[C@H]1N1CCNCC1)C1=C2C(C(N(C2=CC=C1)N1C(CCCC1=O)=O)=O)(C)C